N=1C=C(N2C1N=CC=C2)C2CN(CCC2)C2=CC(=NC(=N2)N)N 6-(3-(imidazo[1,2-a]pyrimidin-3-yl)piperidin-1-yl)pyrimidine-2,4-diamine